(+/-)-4-(2,6-difluoro-4-{[5-(hydroxymethyl)-5-methyl-5,6-dihydro-4H-1,3-oxazin-2-yl]amino}phenoxy)-1-{[2-(trimethylsilyl)ethoxy]methyl}-1H-pyrrolo[2,3-b]pyridine-3-carboxylic Acid FC1=C(OC2=C3C(=NC=C2)N(C=C3C(=O)O)COCC[Si](C)(C)C)C(=CC(=C1)NC=1OC[C@@](CN1)(C)CO)F |r|